2-amino-2-oximino-ethyl acetate C(C)(=O)OCC(=NO)N